Cyanomethyl (S)-2-((tert-butoxy-carbonyl)amino)-3-(2-cyanothiophen-3-yl)propanoate C(C)(C)(C)OC(=O)N[C@H](C(=O)OCC#N)CC1=C(SC=C1)C#N